N1=C(C=CC=C1)N1CCN(CC1)CCOC=1C=C(C#N)C=CC1 3-(2-(4-(pyridin-2-yl)piperazin-1-yl)ethoxy)benzonitrile